5-(3-bromo-4-fluorophenyl)-3-methylenedihydrofuran-2(3H)-one BrC=1C=C(C=CC1F)C1CC(C(O1)=O)=C